CC1=NC=CC(=N1)N1C[C@H](CC1)C1CC12NCCC(C2)C(=O)N ((R)-1-(2-methylpyrimidin-4-yl)pyrrolidin-3-yl)-4-azaspiro[2.5]octane-7-carboxamide